N-phenyl-N'-isopropylcarbodiimide C1(=CC=CC=C1)N=C=NC(C)C